C1[C@@H]2[C@H]([C@H]([C@@H](O2)N3C=NC4=C3N=CNC4=O)O)OP(=O)(O1)[O-] The molecule is an organophosphate oxoanion that is the conjugate base of 3',5'-cyclic IMP arising from deprotonation of the free phosphate OH group; major species at pH 7.3. It is a conjugate base of a 3',5'-cyclic IMP.